COC(=O)C=1C=C2C(C=CNC2=CC1OC)=O 7-methoxy-4-oxo-1,4-dihydro-quinoline-6-carboxylic acid methyl ester